N1CCC(CC1)C#CC=1C=CC(=NC1)C1C(NC(CC1)=O)=O 3-(5-(piperidin-4-ylethynyl)pyridin-2-yl)piperidine-2,6-dione